5-ureidooxazole-4-carboxylic acid ethyl ester C(C)OC(=O)C=1N=COC1NC(=O)N